4-((4-(trifluoromethyl)benzyl)amino)benzenesulfonamide FC(C1=CC=C(CNC2=CC=C(C=C2)S(=O)(=O)N)C=C1)(F)F